FC1=C2CN(C(C2=CC=C1N([C@@H]1[C@@H](CCCC1)NC)C)=O)C1C(NC(CC1)=O)=O 3-(4-fluoro-5-(methyl((1S,2R)-2-(methylamino)cyclohexyl)amino)-1-oxoisoindolin-2-yl)piperidine-2,6-dione